methyl 5-{5-[2-({2-[(2-aminophenyl) amino] ethyl} (oxetan-3-yl) amino) ethoxy]-1-methylpyrazol-4-yl}-1-methyl-6-oxopyridine-3-carboxylate NC1=C(C=CC=C1)NCCN(CCOC1=C(C=NN1C)C1=CC(=CN(C1=O)C)C(=O)OC)C1COC1